(R)-2-chloro-N1-(4-chloro-3-(pyridin-2-yl)phenyl)-N4-(2-hydroxypropyl)terephthalamide ClC1=C(C(=O)NC2=CC(=C(C=C2)Cl)C2=NC=CC=C2)C=CC(=C1)C(=O)NC[C@@H](C)O